((((1S,4S,5R)-2-azabicyclo[2.2.1]heptan-5-yl)oxy)methyl)-5-cyclopropyl-3-(2,6-dichlorophenyl)isoxazole trifluoroacetate salt FC(C(=O)O)(F)F.[C@@H]12NC[C@@H]([C@@H](C1)OCC=1C(=NOC1C1CC1)C1=C(C=CC=C1Cl)Cl)C2